ClC1=C(C=C(C(=C1)F)OC)C1=CC=2N(C(N(C(C2S1)=O)C1=CN=CC2=CC=CC=C12)=O)CC(C#N)C 3-(6-(2-chloro-4-fluoro-5-methoxyphenyl)-3-(isoquinolin-4-yl)-2,4-dioxo-3,4-dihydrothieno[3,2-d]pyrimidin-1(2H)-yl)-2-methylpropanenitrile